ferrous sulfate, tetrahydrate O.O.O.O.S(=O)(=O)([O-])[O-].[Fe+2]